2-(3-fluoro-4-methylsulfonyl-anilino)-4-[[(1S)-2-hydroxy-1-phenyl-ethyl]amino]-pyrimidine-5-carboxamide FC=1C=C(NC2=NC=C(C(=N2)N[C@H](CO)C2=CC=CC=C2)C(=O)N)C=CC1S(=O)(=O)C